NC=1C=C(C(=NC1)C1=C(C=2N=CN=C(C2N1C1=CC(=C(C=C1)OCC1=CC=CC=C1)F)O)C)F 6-(5-amino-3-fluoropyridin-2-yl)-5-(4-(benzyloxy)-3-fluorophenyl)-7-methyl-5H-pyrrolo[3,2-d]pyrimidin-4-ol